tert-butyl 4-benzoyl-3,4-dihydroquinoxalin-1(2H)-carboxylate C(C1=CC=CC=C1)(=O)N1CCN(C2=CC=CC=C12)C(=O)OC(C)(C)C